8-chloro-3-((2-(trimethylsilyl)ethoxy)methyl)-3H-imidazo[4,5-g]quinazoline ClC1=NC=NC=2C=C3C(=CC12)N=CN3COCC[Si](C)(C)C